2,6-bis(bromo-n-butyl)aniline tert-butyl-(E)-(2-((4-cyano-2-fluorophenoxy)methyl)-3-fluoroallyl)carbamate C(C)(C)(C)N(C(O)=O)C/C(=C\F)/COC1=C(C=C(C=C1)C#N)F.BrCCCCC1=C(N)C(=CC=C1)CCCCBr